BrC=1C=NN(C1)C12CC(C1)(C2)OC 4-bromo-1-(3-methoxybicyclo[1.1.1]pentan-1-yl)-1H-pyrazole